(2R,3R,4S,5S,6R)-2-(Acetoxymethyl)-6-(pent-4-yn-1-yloxy)tetrahydro-2H-pyran C(C)(=O)OC[C@@H]1O[C@H](CCC1)OCCCC#C